3-bromo-N-(2-methylquinolin-8-yl)benzamide BrC=1C=C(C(=O)NC=2C=CC=C3C=CC(=NC23)C)C=CC1